C(C1=CC=CC=C1)N1C(N([C@H](C2=CC=C(C=C12)C(=O)O)C)C)=O (S)-1-benzyl-3,4-dimethyl-2-oxo-1,2,3,4-tetrahydroquinazoline-7-carboxylic acid